FC1=C(C=CC(=C1)C(F)(F)F)C=1N(C=CN1)C 2-(2-Fluoro-4-(trifluoromethyl)phenyl)-1-methyl-1H-imidazole